5-(1H-pyrazol-4-yl)-2-[5-(spiro[8-azabicyclo[3.2.1]octane-3,3'-azetidin]-1'-yl)[1,3]thiazolo[5,4-d][1,3]thiazol-2-yl]phenol hydrochloride Cl.N1N=CC(=C1)C=1C=CC(=C(C1)O)C=1SC=2N=C(SC2N1)N1CC2(C1)CC1CCC(C2)N1